1-(2,5-dichlorophenyl)-3-[1-(4-fluorophenyl)-5-oxopyrrolidin-3-yl]urea ClC1=C(C=C(C=C1)Cl)NC(=O)NC1CN(C(C1)=O)C1=CC=C(C=C1)F